1-palmitoyl-2-lauroyl-sn-glycero-3-phosphocholine C(CCCCCCCCCCCCCCC)(=O)OC[C@@H](OC(CCCCCCCCCCC)=O)COP(=O)([O-])OCC[N+](C)(C)C